SODIUM DIACETATE C(C)(=O)[O-].C(C)(=O)[O-].[Na+].[Na+]